[5-(dimethylsulfamoyl)-3-methyl-indol-1-yl]-N-(2-methyl-5-piperazin-1-yl-phenyl)propanamide CN(S(=O)(=O)C=1C=C2C(=CN(C2=CC1)C(C(=O)NC1=C(C=CC(=C1)N1CCNCC1)C)C)C)C